COC1=C(C=C(C=C1)OC)Cl 2,5-dimethoxy-chlorobenzene